(cyclobutylmethyl)-3-oxobutanenitrile C1(CCC1)CC(C#N)C(C)=O